FC=1C=C(C=2C=C3C(=NC2C1)OC[C@H]1N3CCOC1)\C(\C)=N\[S@](=O)C(C)(C)C (R)-N-((E)-1-((S)-9-fluoro-1,2,4a,5-tetrahydro-4H-[1,4]oxazino[4',3':4,5][1,4]oxazino[2,3-b]quinolin-11-yl)ethylidene)-2-methylpropane-2-sulfinamide